C1(=CC=CC=C1)S(=O)(=O)OCCCCCCCCCCCCCCCCCC.[Na] sodium stearyl benzenesulphonate